2,2-dimethyl-4,11-dioxo-3-oxa-5,8,12-triazaoctadecan-18-oate CC(C)(OC(NCCNCCC(NCCCCCC(=O)[O-])=O)=O)C